CN1CCN(CC1)CC1=CC=C(C=C1)C1(NNC(=N1)N)N 3-(4-((4-methylpiperazin-1-yl)methyl)phenyl)-1H-1,2,4-triazole-3,5-diamine